((1s,3s)-3-Hydroxy-3-methylcyclobutyl)(6-(2-isopropylbenzyl)-2-azaspiro[3.3]heptan-2-yl)methanone OC1(CC(C1)C(=O)N1CC2(C1)CC(C2)CC2=C(C=CC=C2)C(C)C)C